[Pt].[Na] sodium-platinum